methyl 2-((5-chloro-2-(1H-imidazol-2-yl) phenyl) amino)-2-oxoacetate ClC=1C=CC(=C(C1)NC(C(=O)OC)=O)C=1NC=CN1